C(C)C=1N(C2=NC(=CC(=C2C(C1C(=O)O)=O)Cl)Cl)C=1SC=CN1 ethyl-5,7-dichloro-4-oxo-1-(1,3-thiazol-2-yl)1,4-dihydro-1,8-naphthyridine-3-carboxylic acid